C(C1=CC=CC=C1)N([C@@H]1[C@H](CCCC1)NC=1C=CC=C2C=CC(=NC12)C)CC1=NC(=CC=C1)C (1S,2S)-N1-benzyl-N1-((6-methylpyridin-2-yl)methyl)-N2-(2-methylquinolin-8-yl)cyclohexane-1,2-diamine